1-[4-[(Dimethylamino)meth-yl]-2-isopropyl-6-methyl-phenyl]-4-[(2S,5R)-2,5-dimethyl-4-prop-2-enoyl-piperazin-1-yl]-6-fluoro-7-(2-fluoro-6-hydroxy-phenyl)pyrido[2,3-d]pyrimidin-2-one CN(C)CC1=CC(=C(C(=C1)C)N1C(N=C(C2=C1N=C(C(=C2)F)C2=C(C=CC=C2O)F)N2[C@H](CN([C@@H](C2)C)C(C=C)=O)C)=O)C(C)C